N-(4-(5-amino-3-(pyridin-2-yl)-1H-1,2,4-triazole-1-carbonyl)phenyl)-4-chlorobenzamide NC1=NC(=NN1C(=O)C1=CC=C(C=C1)NC(C1=CC=C(C=C1)Cl)=O)C1=NC=CC=C1